C(=CC1=CC=CC=C1)\C\1=C/C=C/C(=O)OC1=O styrene-muconic anhydride